N-[2-chloro-4-(trifluoromethyl)phenyl][5-(4-{[5-(benzyloxy)-6-methyl-4-pyrimidinyl]carbonyl}-1-piperazinyl)-2-bromo-6-ethyl-4-oxo-4,7-dihydro-1,3,3a,7-tetraaza-7-indenyl]acetamide ClC1=C(C=CC(=C1)C(F)(F)F)NC(CN1C(=C(C(N2N=C(N=C12)Br)=O)N1CCN(CC1)C(=O)C1=NC=NC(=C1OCC1=CC=CC=C1)C)CC)=O